NC1=NC(=C(C(=N1)NCCCC)CC=1C=C(C(=O)NCCS(=O)(=O)O)C=CC1OC)C 2-(3-((2-amino-4-(butylamino)-6-methylpyrimidin-5-yl)methyl)-4-methoxybenzamido)ethane-1-sulfonic acid